C\C(=C/CC1=C(C=C(C=C1O)CCC1=CC=CC=C1)O)\CCC=C(C)C (2-[(2E)-3,7-dimethylocta-2,6-dien-1-yl])-5-(2-phenylethyl)benzene-1,3-diol